C(CCCCCCC\C=C/CCCCCCCC)(=O)NCCN(CCN)CCNC(CCCCCCC\C=C/CCCCCCCC)=O di-[2-(oleoylamino)ethyl](2-aminoethyl)amine